6-(4-((2S,6S)-4-acryloyl-6-methyl-1-(2,2,2-trifluoroethyl)piperazin-2-yl)-6-chloropyridin-2-yl)-N-methyl-pyrimidine-4-carboxamide C(C=C)(=O)N1C[C@@H](N([C@H](C1)C)CC(F)(F)F)C1=CC(=NC(=C1)Cl)C1=CC(=NC=N1)C(=O)NC